5-bromo-2-chlorophenyl-(4-hydroxyphenyl)methanone BrC=1C=CC(=C(C1)C(=O)C1=CC=C(C=C1)O)Cl